5-(8-(7-acetyl-3-(2-oxabicyclo[2.2.2]oct-4-yl)-5,6,7,8-tetrahydroimidazo[1,5-a]pyrazin-1-yl)isoquinolin-3-yl)-N-methylpyridineamide C(C)(=O)N1CC=2N(CC1)C(=NC2C=2C=CC=C1C=C(N=CC21)C=2C=CC(=NC2)C(=O)NC)C21COC(CC2)CC1